acryloyloxydecylpyridinium bromide [Br-].C(C=C)(=O)OCCCCCCCCCC[N+]1=CC=CC=C1